2-phenyl-1-(2-(5-(trifluoromethyl)-1,2,4-oxadiazol-3-yl)-6,7-dihydrothieno[3,2-c]pyridin-5(4H)-yl)propan-1-one C1(=CC=CC=C1)C(C(=O)N1CC2=C(CC1)SC(=C2)C2=NOC(=N2)C(F)(F)F)C